ClC1=C(CSC=2N(C(=NN2)CCCCO)C2=C(C=C(C=C2)F)F)C(=CC=C1)Cl 4-(5-((2,6-dichlorobenzyl)thio)-4-(2,4-difluorophenyl)-4H-1,2,4-triazol-3-yl)butan-1-ol